4-chloro-N'-(3-hydroxy-2,2-dimethyl-3,4-dihydro-2H-pyrano[2,3-b]pyridine-6-carbonyloxy)thiazole-2-carboxamidine ClC=1N=C(SC1)C(=NOC(=O)C=1C=C2C(=NC1)OC(C(C2)O)(C)C)N